CC1(OC(C=2C(=C3[C@H]4[C@H](C(OC3=CC2CCCCC)(C)C)CCC(=C4)C)O1)=O)C (8aR,12aR)-2,2,8,8,11-pentamethyl-5-pentyl-8a,9,10,12a-tetrahydro-4H,8H-benzo[c][1,3]dioxino[4,5-f]chromen-4-one